4-(benzyloxy)-1-ethyl-3-methyl-1H-pyrazole C(C1=CC=CC=C1)OC=1C(=NN(C1)CC)C